FC=1C(=CC(=NC1)OC)C1=CC(=NN1)C(=O)N1C2(CC2)C[C@H](CC1)C(=O)NC=1C=NN2C1N=C(C=C2)C (S)-4-(5-(5-fluoro-2-methoxypyridin-4-yl)-1H-pyrazole-3-carbonyl)-N-(5-methylpyrazolo[1,5-a]pyrimidin-3-yl)-4-azaspiro[2.5]octane-7-carboxamide